2-[[4-chloro-2-cyclopropyl-7-(trifluoromethyl)imidazo[4,5-c]pyridin-3-yl]methoxy]ethyl-trimethylsilane ClC1=NC=C(C2=C1N(C(=N2)C2CC2)COCC[Si](C)(C)C)C(F)(F)F